1-(2-(3,6-Diazabicyclo[3.1.1]heptan-3-yl)-7-(thiazol-2-yl)benzo[d]oxazol-4-yl)-(2,2,2-trifluoroethoxy)-2-methylpropan-2-ol C12CN(CC(N1)C2)C=2OC1=C(N2)C(=CC=C1C=1SC=CN1)C(C(C)(O)C)OCC(F)(F)F